BrC=1C(=C2C(=NC1)NC(=N2)C2=CC=C(C=C2)N2C(CN(CC2)CCOC)C)NC2CCN(CC2)C 6-Bromo-2-{4-[4-(2-methoxyethyl)-2-methylpiperazin-1-yl]phenyl}-N-(1-methylpiperidin-4-yl)-3H-imidazo[4,5-b]pyridin-7-amine